FC=1C=C(C=CC1F)CO (3,4-difluoro-phenyl)-methanol